N-(2-methoxyethyl)-2-(3-(4-methoxyphenyl)-6-oxopyridazin-1(6H)-yl)acetamide COCCNC(CN1N=C(C=CC1=O)C1=CC=C(C=C1)OC)=O